C(C1=CC=CC=C1)C(CC1=CC=C(C=C1)N1CCOCC1)(CC)N(C)C 2-benzyl-2-dimethylamino-1-(4-morpholinophenyl)butane